C1(CC1)C1=NN(C(=C1)C)CC(=O)N 2-(3-cyclopropyl-5-methyl-1H-pyrazol-1-yl)acetamide